tert-butyl (S)-5-(2-(acetylthio)acetamido)-3,3-difluoropiperidine-1-carboxylate C(C)(=O)SCC(=O)N[C@H]1CC(CN(C1)C(=O)OC(C)(C)C)(F)F